CNCC(O)C1=CC(O)=C(O)C=C1 anti-adrenaline